CN(CCCC=1SC2=C(N1)C=C(C=C2)C2=NC[C@H](CC2)C)C (S)-N,N-dimethyl-3-(5-(5-methyl-3,4,5,6-tetrahydropyridin-2-yl)benzo[d]thiazol-2-yl)Propan-1-amine